1-(6,7-difluoro-1-oxo-1,2-dihydroisoquinolin-4-yl)ethyl-1-ethyl-3-phenylurea FC=1C=C2C(=CNC(C2=CC1F)=O)C(C)N(C(=O)NC1=CC=CC=C1)CC